C(C)NS(=O)(=O)C=1C=C(C(=O)O)C=CC1C1=CN=C(S1)[C@@H]1CC[C@H](CC1)NC(=O)OC(C)C 3-(N-ethylsulfamoyl)-4-(2-(trans-4-((isopropoxycarbonyl)amino)cyclohexyl)thiazol-5-yl)benzoic acid